C(C)C1=C(C([C@H](O1)C)=O)O |r| (+-)-5-ethyl-4-hydroxy-2-methyl-3(2H)-furanone